2,2'-ethylenedioxydiphenol C(OC1=C(C=CC=C1)O)COC1=C(C=CC=C1)O